3-(difluoromethyl)-1-methyl-1H-pyrazole-4-methanol FC(C1=NN(C=C1CO)C)F